7-cyano-N-((1r,4r)-4-hydroxycyclohexyl)-4-(isopropylamino)-5H-pyrido[3,2-b]indole-3-carboxamide C(#N)C=1C=CC=2C3=C(NC2C1)C(=C(C=N3)C(=O)NC3CCC(CC3)O)NC(C)C